C[C@@H](C=C)[C@H]1[C@H](C[C@H]2O[Si](OC[C@H]2O1)(C(C)(C)C)C(C)(C)C)O[Si](C)(C)C(C)(C)C (4aR,6S,7S,8aR)-6-((S)-but-3-en-2-yl)-2,2-di-tert-butyl-7-((tert-butyldimethylsilyl)oxy)hexahydropyrano[3,2-d][1,3,2]dioxasiline